8-(3-Chloro-2-fluorophenyl)-4-(dimethylamino)-6-(3-fluoropyridin-2-yl)-2-{[1-(1-hydroxycyclopropane-1-carbonyl)azetidin-3-yl]amino}-8-methyl-7,8-dihydropyrido[4,3-d]pyrimidin-5(6H)-one ClC=1C(=C(C=CC1)C1(CN(C(C2=C1N=C(N=C2N(C)C)NC2CN(C2)C(=O)C2(CC2)O)=O)C2=NC=CC=C2F)C)F